(S)-4-(2-acryloyl-2,6-diazaspiro[3.4]octan-6-yl)-6-(1H-benzo[d]imidazol-1-yl)-2-((1-methylpyrrolidin-2-yl)methoxy)pyrimidine-5-carbonitrile C(C=C)(=O)N1CC2(C1)CN(CC2)C2=NC(=NC(=C2C#N)N2C=NC1=C2C=CC=C1)OC[C@H]1N(CCC1)C